CC1(N=C(OC1)C1=NN(C(=C1)C(F)(F)F)C1=CC=C(C=N1)NC(C1=C(C=CC=C1F)F)=O)C N-(6-(3-(4,4-Dimethyl-4,5-dihydrooxazol-2-yl)-5-(trifluoromethyl)-1H-pyrazol-1-yl)pyridin-3-yl)-2,6-difluorobenzamide